FC(OC1=C(C=CC(=C1F)F)[C@@H]1[C@@H](O[C@]([C@@H]1C)(C(F)(F)F)C)C(=O)NC1=CC(=NC=C1)C(=O)N)F 4-((2R,3R,4R,5R)-3-(2-(difluoromethoxy)-3,4-difluorophenyl)-4,5-dimethyl-5-(trifluoromethyl)tetrahydrofuran-2-carboxamido)picolinamide